O=NC(=O)C=1CNC2=CC=CC=C2C1 oxo-1H-quinoline-3-carboxamide